FC(C(CCO)(C)C)(F)F 4,4,4-trifluoro-3,3-dimethyl-butan-1-ol